N1=C(C=CC=C1)N1C=NC(=C1)CN (1-(pyridin-2-yl)-1H-imidazol-4-yl)methanamine